C(C1=CC=CC=C1)OC1=C(C=CC=C1)C=1C=C2C(C(=COC2=CC1)C(C)C)=O 6-(2-benzyloxyphenyl)-3-isopropyl-chromone